ClP(C1=CC=CC=C1)=O chlorophenyl-phosphine oxide